2-(1,4-dioxan-2-yl)-7-isopropoxyimidazo[1,2-a]pyridine-6-carboxylic acid O1C(COCC1)C=1N=C2N(C=C(C(=C2)OC(C)C)C(=O)O)C1